benzyl 4-[5-[3-(3-amino-6-chloro-pyridazin-4-yl)-3,8-diazabicyclo[3.2.1]octan-8-yl]-2-(trifluoromethyl)benzoyl]piperazine-1-carboxylate NC=1N=NC(=CC1N1CC2CCC(C1)N2C=2C=CC(=C(C(=O)N1CCN(CC1)C(=O)OCC1=CC=CC=C1)C2)C(F)(F)F)Cl